O[C@H]1[C@H](C2=CC=C(C=C2C1)OCC=1C(=C(C=CC1)C1=CC=CC=C1)C)NCCNC(C)=O N-(2-(((1S,2R)-2-hydroxy-5-((2-methyl-[1,1'-biphenyl]-3-yl)methoxy)-2,3-dihydro-1H-inden-1-yl)amino)ethyl)acetamide